(1-ethoxy-2-methylpropyl)-5-nitrothiophene-2-carboxylic acid methyl ester COC(=O)C=1SC(=CC1C(C(C)C)OCC)[N+](=O)[O-]